CC=1NC(=C(C1C(C)=O)C1=CC=CC=C1)C=1NC2=C(CNCC2)N1 1-[2-methyl-4-phenyl-5-(4,5,6,7-tetrahydro-1H-imidazo[4,5-c]pyridin-2-yl)-1H-pyrrol-3-yl]ethan-1-one